(E)-N-((6-methoxypyridin-3-yl)methylene)-2-methylpropane-2-sulfinamide COC1=CC=C(C=N1)\C=N\S(=O)C(C)(C)C